BrC=1C(=NC(=CC1)C)NC(=O)NS(=O)(=O)C=1C=NN2C1OCCC2 N-((3-bromo-6-methylpyridin-2-yl)carbamoyl)-6,7-dihydro-5H-pyrazolo[5,1-b][1,3]oxazine-3-sulfonamide